Ethyl 6-bromo-3-((1S)-1-((tert-butylsulfinyl)amino)-1,3-dihydrospiro[indene-2,4'-piperidine]-1'-yl)-5-methylpyrazine-2-carboxylate BrC1=C(N=C(C(=N1)C(=O)OCC)N1CCC2(CC1)[C@@H](C1=CC=CC=C1C2)NS(=O)C(C)(C)C)C